C1(=CC=CC=C1)N(N(C1=CC=CC=C1)C1=CC=CC=C1)C1=CC=CC=C1 tetra-phenylhydrazine